alpha-octyl cyanoacrylate C(#N)C(C(=O)OCCCCCCCC)=C